4-((3-(3,3-dimethyl-2-oxoazetidin-1-yl)propyl)amino)-2-((3-methyl-1-(1-methylpyrrolidin-3-yl)-1H-pyrazol-4-yl)amino)pyrimidine-5-carbonitrile CC1(C(N(C1)CCCNC1=NC(=NC=C1C#N)NC=1C(=NN(C1)C1CN(CC1)C)C)=O)C